2-chloro-9-(3-methoxyadamantan-1-yl)-7-methyl-7,9-dihydro-8H-purin-8-one ClC1=NC=C2N(C(N(C2=N1)C12CC3(CC(CC(C1)C3)C2)OC)=O)C